C1N(CC12CNCC2)C=2N=NC1=CC(=CC(=C1C2)F)C=2C=C(C=1N(N2)C=C(N1)C)C 3-(2,6-diazaspiro[3.4]octan-2-yl)-7-(2,8-dimethylimidazo[1,2-b]pyridazin-6-yl)-5-fluorocinnoline